(R)-6-bromo-N4-(1-(3-(difluoromethyl)-2-fluorophenyl)ethyl)-N7-isopropyl-2-Methylquinazoline-4,7-diamine BrC=1C=C2C(=NC(=NC2=CC1NC(C)C)C)N[C@H](C)C1=C(C(=CC=C1)C(F)F)F